FC1=C(C=CC(=C1)F)[C@@H](C)NC=1C2=C(N=C(N1)C)C=NC(=C2)N2C[C@@H](CC2)NC(C)=O N-[(3R)-1-(4-{[(1R)-1-(2,4-difluorophenyl)ethyl]amino}-2-methylpyrido[3,4-d]pyrimidin-6-yl)pyrrolidin-3-yl]acetamide